(4-(3-hydroxyoxetan-3-yl)phenyl)(4-(4-(trifluoromethyl)phenyl)-1,4-diazepan-1-yl)methanone OC1(COC1)C1=CC=C(C=C1)C(=O)N1CCN(CCC1)C1=CC=C(C=C1)C(F)(F)F